methyl 4-[N-tert-butoxycarbonyl-S-(5-isopropenyl-3-pyridyl)sulfonimidoyl]benzoate C(C)(C)(C)OC(=O)N=S(=O)(C=1C=NC=C(C1)C(=C)C)C1=CC=C(C(=O)OC)C=C1